4-(4-(4-fluorophenyl)-1-isopropyl-1H-imidazol-5-yl)-N-(5-((1R,5S)-8-methyl-3,8-diazabicyclo[3.2.1]octan-3-yl)pyridin-2-yl)thiazole-2-carboxamide FC1=CC=C(C=C1)C=1N=CN(C1C=1N=C(SC1)C(=O)NC1=NC=C(C=C1)N1C[C@H]2CC[C@@H](C1)N2C)C(C)C